(ethane) carbon [C].CC